[Cl-].C(C1=CC=CC=C1)[N+]1=CSC(=C1C)CCO 3-Benzyl-5-(hydroxyethyl)-4-methylthiazolium chloride